4-((1S,3R)-3-hydroxycycloheptylamino)-2-((1r,4S)-4-methoxycyclohexylamino)pyrimidine-5-carboxamide O[C@H]1C[C@H](CCCC1)NC1=NC(=NC=C1C(=O)N)NC1CCC(CC1)OC